9-(Difluoro-methyl)-7-fluoro-8-(5-fluoro-3-methyl-1H-indol-7-yl)-1,4,4-trimethyl-5H-[1,2,4]triazolo[4,3-a]quinoxaline FC(C=1C(=C(C=C2NC(C=3N(C12)C(=NN3)C)(C)C)F)C=3C=C(C=C1C(=CNC31)C)F)F